tert-butyl 3-(2-oxo-2-((3-(trifluoromethoxy)phenyl)amino)ethyl)azetidine-1-carboxylate O=C(CC1CN(C1)C(=O)OC(C)(C)C)NC1=CC(=CC=C1)OC(F)(F)F